1-oxo-6-((tetrahydro-2H-pyran-4-yl)oxy)-1,3-dihydrospiro[indene-2,4'-piperidine]-1'-carboxylic acid tert-butyl ester C(C)(C)(C)OC(=O)N1CCC2(CC1)C(C1=CC(=CC=C1C2)OC2CCOCC2)=O